N-(3-((5-chloro-2-((4-((dimethylamino)methyl)phenyl)amino)pyrimidin-4-yl)amino)-4-fluorophenyl)acrylamide ClC=1C(=NC(=NC1)NC1=CC=C(C=C1)CN(C)C)NC=1C=C(C=CC1F)NC(C=C)=O